C(C)(C)(C)OC(=O)N(C=1SC(=CN1)C=1C=NN(C1CC1CC1)C)C(=O)OC(C)(C)C N,N-bis(tert-butoxycarbonyl)-5-(5-(cyclopropylmethyl)-1-methyl-1H-pyrazol-4-yl)thiazol-2-amine